COC1=NC(=NC2=CC3=C(C=C12)N(C([C@]3(C)OC)=O)C)C (R)-4,8-dimethoxy-2,6,8-trimethyl-6,8-dihydro-7H-pyrrolo[2,3-g]quinazolin-7-one